2-[dimethoxy-(4-methoxyphenyl)]methyl-4,6-dimethyldibenzothiophene-5-oxide COC=1C(=C(C=CC1OC)CC1=CC2=C(S(C3=C2C=CC=C3C)=O)C(=C1)C)OC